((2,2-dimethyl-2,3-dihydrobenzofuran-7-yl)oxy)-N'-(4-nitrobenzylidene)acetohydrazide CC1(OC2=C(C1)C=CC=C2OCC(=O)NN=CC2=CC=C(C=C2)[N+](=O)[O-])C